C(C)C1=NC=CC(=C1)C1=CC(=C(C=C1)OC)C ethyl-4-(4-methoxy-3-methylphenyl)pyridin